(E)-1-phenyl-4-(phenylsulfanyl)but-3-en-2-one C1(=CC=CC=C1)CC(\C=C\SC1=CC=CC=C1)=O